(1S,2R)-2-(Toluene-4-sulfonyl)-cyclopentanecarboxylic acid (1,1-difluoro-spiro[2.5]oct-6-yl)-(4-methylsulfanyl-benzyl)-amide FC1(CC12CCC(CC2)N(C(=O)[C@H]2[C@@H](CCC2)S(=O)(=O)C2=CC=C(C)C=C2)CC2=CC=C(C=C2)SC)F